CC1(C(C1)C1=CC(=C(C=C1)N1C(C=CC2=CC(=CC=C12)S(=O)(=O)NC1=NOC=C1)=O)OC)C (P)-1-(4-(2,2-DIMETHYLCYCLOPROPYL)-2-METHOXYPHENYL)-N-(ISOXAZOL-3-YL)-2-OXO-1,2-DIHYDROQUINOLINE-6-SULFONAMIDE